C(C#CC)(=O)N1[C@H](CN(CC1)C=1C2=C(N=C(N1)OC[C@H]1N(CCC1)C)CN(CC2)C2=CC=CC1=CC=CC(=C21)Cl)CC#N 2-((S)-1-(but-2-ynoyl)-4-(7-(8-chloronaphthalen-1-yl)-2-(((S)-1-methylpyrrolidin-2-yl)methoxy)-5,6,7,8-tetrahydropyrido[3,4-d]pyrimidin-4-yl)piperazin-2-yl)acetonitrile